C(C)(C)(C)NC(CN(C)C=1C2=C(N=C(N1)C1=NC=CC(=C1)C1CC1)CCC2)=O N-tert-butyl-2-{[2-(4-cyclopropylpyridin-2-yl)-5H,6H,7H-cyclopenta[d]pyrimidin-4-yl](methyl)amino}acetamide